5-(2-chloro-5-(isobutyrylaminomethyl)benzoylamino)-1-methyl-N-(3-(4-(trifluoromethyl)phenyl)-1H-pyrazol-5-yl)-1H-indole-2-carboxamide ClC1=C(C(=O)NC=2C=C3C=C(N(C3=CC2)C)C(=O)NC2=CC(=NN2)C2=CC=C(C=C2)C(F)(F)F)C=C(C=C1)CNC(C(C)C)=O